tert-butyl (R)-2-(3-((6-chloro-4,5-dimethylpyridazin-3-yl)amino)piperidin-1-yl)acetate ClC1=C(C(=C(N=N1)N[C@H]1CN(CCC1)CC(=O)OC(C)(C)C)C)C